O(C1=CC=CC=C1)C1=CC=C(C(=O)NCC(=O)N2CCCC2)C=C1 1-((4-phenoxybenzoyl)glycyl)pyrrolidine